OC1=CC(=C(C=C1)C1=CC=2C(=CN=C(C2)NC(=O)C2CC2)N1C)C N-[2-(4-hydroxy-2-methylphenyl)-1-methylpyrrolo[2,3-c]pyridin-5-yl]cyclopropanecarboxamide